CN(S(=O)(=O)C1=C(C=CC=C1)NC(=O)C=1C=NC=CC1)C N-[2-(dimethylsulfamoyl)phenyl]pyridine-3-carboxamide